2-Indenyl-boronic acid C1C(=CC2=CC=CC=C12)B(O)O